N-((4,6-dimethyl-2-oxo-1,2-dihydropyridin-3-yl)methyl)-5-(ethyl(tetrahydro-2H-pyran-4-yl)amino)-4-methyl-4'-(piperazin-1-yl)-[1,1'-biphenyl]-3-carboxamide CC1=C(C(NC(=C1)C)=O)CNC(=O)C=1C=C(C=C(C1C)N(C1CCOCC1)CC)C1=CC=C(C=C1)N1CCNCC1